1-Ethyl 4-(N-(3-(1-((1s,3s)-adamantan-1-ylmethyl)-5-methyl-1H-pyrazol-4-yl)-6-(methyl (5-methyl-6-(thiazolo[5,4-b]pyridin-2-ylamino)pyridazin-3-yl)amino)picolinoyl)sulfamoyl)butanoate C12(CC3CC(CC(C1)C3)C2)CN2N=CC(=C2C)C=2C(=NC(=CC2)N(C=2N=NC(=C(C2)C)NC=2SC3=NC=CC=C3N2)C)C(=O)NS(=O)(=O)CCCC(=O)OCC